1-[4-[7-[5-methyl-1-(2-trimethylsilylethoxymethyl)benzimidazol-4-yl]-5,6,7,8-tetrahydroquinazolin-4-yl]piperazin-1-yl]prop-2-en-1-one CC1=C(C2=C(N(C=N2)COCC[Si](C)(C)C)C=C1)C1CCC=2C(=NC=NC2C1)N1CCN(CC1)C(C=C)=O